2-[2-(aminomethyl)-3,3-difluoro-allyl]-4-[3-fluoro-5-(4-methylsulfonylphenyl)-2-pyridinyl]-1,2,4-triazol-3-one NCC(CN1N=CN(C1=O)C1=NC=C(C=C1F)C1=CC=C(C=C1)S(=O)(=O)C)=C(F)F